Cl.FC(C1=CC=C(C=C1)C=1N=CC2=C(N1)CNCC2)(F)F 2-(4-(trifluoromethyl)phenyl)-5,6,7,8-tetrahydropyrido[3,4-d]pyrimidine hydrochloride